C(C)(C)C1=NC(=CC(=C1NC(=O)NS(=O)(=O)C=1C=NN2C1OC[C@H](C2)N(C)C)C(C)C)OC (S)-N-((2,4-diisopropyl-6-methoxypyridin-3-yl)carbamoyl)-6-(dimethylamino)-6,7-dihydro-5H-pyrazolo[5,1-b][1,3]oxazine-3-sulfonamide